((3-methyl-2-(tetrahydro-2H-pyran-4-yl)-1H-indol-5-yl)methyl)isothiazole-5-carboxamide CC1=C(NC2=CC=C(C=C12)CC1=NSC(=C1)C(=O)N)C1CCOCC1